C(N)(=S)N1N=C(CC1C1=CC(=CC=C1)[N+](=O)[O-])C1=CC=C(OC2=CC(=NC=C2)C(=O)NC)C=C1 4-(4-(1-Carbamothioyl-5-(3-nitrophenyl)-4,5-dihydro-1H-pyrazol-3-yl)phenoxy)-N-methylpicolinamide